C[C@H]1N(S(OC1)(=O)=O)C(=O)OC(C)(C)C tert-butyl (4R)-4-methyl-2,2-dioxo-oxathiazolidine-3-carboxylate